1-(3-(2-(1-benzothien-5-yl)ethoxy)propyl)azetidin-3-ol S1C=CC2=C1C=CC(=C2)CCOCCCN2CC(C2)O